ClC=1C=NC(=C2C(C=C(N(C12)C1=C(C=C(C=C1Cl)OCCO)Cl)C)=O)OC=CC(=O)N 3-((8-Chloro-1-(2,6-dichloro-4-(2-hydroxyethoxy)phenyl)-2-methyl-4-oxo-1,4-dihydro-1,6-naphthyridin-5-yl)oxy)propenamide